NC1=C2C(=NC=N1)N(N=C2C=2NC1=CC(=CC=C1C2)C(=O)NC)C(C)C 2-(4-amino-1-isopropyl-pyrazolo[3,4-d]pyrimidin-3-yl)-N-methyl-1H-indole-6-carboxamide